The molecule is a member of the class of propanals that is propanal substituted by a methyl group at position 2. It has a role as a Saccharomyces cerevisiae metabolite. It is a member of propanals and a 2-methyl-branched fatty aldehyde. CC(C)C=O